FC(C)(F)C=1C(=NC=CN1)CN1C(C(=CC2=CC=C(N=C12)C)C1CCC(CC1)C1=CC=CC(=C1C)F)=O 1-{[3-(1,1-Difluoroethyl)-2-pyrazinyl]methyl}-7-methyl-3-[(1r,4r)-4-(2-fluoro-6-tolyl)cyclohexyl]-1,8-diaza-2(1H)-naphthalenone